FC1=C(C=CC=C1)C1N(CCC(C1)C(=O)N)CC(N1CCC2(CCNC2=O)CC1)=O (2-fluorophenyl)-1-(2-oxo-2-(1-oxo-2,8-diazaspiro[4.5]decan-8-yl)ethyl)piperidine-4-carboxamide